FC(C1=NN=C(S1)C1=CN=C2N1C=C(C=C2N2C[C@H](CC2)S(=O)(=O)C)S(=O)(=O)NC2(CC2)C)F (S)-3-(5-(difluoromethyl)-1,3,4-thiadiazol-2-yl)-N-(1-methylcyclopropyl)-8-(3-(methylsulfonyl)pyrrolidin-1-yl)imidazo[1,2-a]pyridine-6-sulfonamide